CC1=C(C2=C(N=N1)SC1=C2N=CN=C1N(C)CC=1C=CC(=C(C(=O)NC)C1)F)C 5-[[(3,4-dimethylpyrimidino[4',5':4,5]thieno[2,3-c]pyridazin-8-yl)(methyl)amino]methyl]-2-fluoro-N-methyl-benzamide